[Br-].C(C)(C)(C)C=1C=C(CCCCCCCCCP(CCCCCCCC)CCCCCCCC)C=C(C1O)C(C)(C)C (3,5-di-tert-butyl-4-hydroxybenzyl)trioctylphosphine bromide